(3-(2,6-Dioxopiperidin-3-yl)-2-methylquinolin-7-yl)methyl (4-(tert-butyl)-3-chlorophenyl)carbamate C(C)(C)(C)C1=C(C=C(C=C1)NC(OCC1=CC=C2C=C(C(=NC2=C1)C)C1C(NC(CC1)=O)=O)=O)Cl